NC=1C2=C(N=CN1)N(C(=C2C2=CC=C(C=C2)OC)C2=CCC1(CCN(CC1)C(=O)OC(C)(C)C)CC2)C tert-butyl 9-(4-amino-5-(4-methoxyphenyl)-7-methyl-7H-pyrrolo[2,3-d]pyrimidin-6-yl)-3-azaspiro[5.5]undec-8-ene-3-carboxylate